C1(CC1)N1C=C(C(C2=CC(=C(C=C12)NC(=O)[C@H]1N(CCN(C1)C(=O)OCC1=CC=CC=C1)C(=O)OCC1=CC=CC=C1)F)=O)C(=O)OC Dibenzyl (S)-2-((1-cyclopropyl-6-fluoro-3-(methoxycarbonyl)-4-oxo-1,4-dihydroquinolin-7-yl)carbamoyl)piperazin-1,4-dicarboxylat